FC1(CNCC12CC2)F 7,7-difluoro-5-azaspiro[2.4]heptane